tris-(2,4-di-tert-butylphenyl) phosphite P(OC1=C(C=C(C=C1)C(C)(C)C)C(C)(C)C)(OC1=C(C=C(C=C1)C(C)(C)C)C(C)(C)C)OC1=C(C=C(C=C1)C(C)(C)C)C(C)(C)C